COC(=O)C1=CNC(=C1)[N+](=O)[O-] 5-nitro-1H-pyrrole-3-carboxylic acid methyl ester